4-(2,4-dimethoxybenzyl)-6,7,8,9-tetrahydropyrido[3,4-e][1,2,4]triazolo[1,5-a]pyrimidine-5(4H)-one COC1=C(CN2C=3N(C4=C(C2=O)CNCC4)N=CN3)C=CC(=C1)OC